methyl 2-(2-(4-(trifluoromethyl)phenyl)-3,4-dihydro-2H-pyrrol-5-yl)hydrazine-1-carboxylate FC(C1=CC=C(C=C1)C1N=C(CC1)NNC(=O)OC)(F)F